sodium 3,3',3''-phosphinetriyltribenzenesulfonate P(C=1C=C(C=CC1)S(=O)(=O)[O-])(C=1C=C(C=CC1)S(=O)(=O)[O-])C=1C=C(C=CC1)S(=O)(=O)[O-].[Na+].[Na+].[Na+]